CC1(C2=CC=CC=C2C=2C=CC(=CC12)NC1=CC(=CC=C1)C1(C2=CC=CC=C2C=2C=CC=CC12)C)C 9,9-dimethyl-N-(3-(9-methyl-9H-fluoren-9-yl)phenyl)-9H-fluoren-2-amine